4-oxo-4,4a-dihydroquinoline-6-carboxylic acid methyl ester COC(=O)C1=CC2C(C=CN=C2C=C1)=O